C1(CCCCC1)CC(=O)NC(CO)C1=CC(=NC=C1)OCC(F)(F)F 2-cyclohexyl-N-(2-hydroxy-1-(2-(2,2,2-trifluoroethoxy)pyridin-4-yl)ethyl)acetamide